hexadecyl-bis(2-hydroxyethyl)-octylammonium chloride [Cl-].C(CCCCCCCCCCCCCCC)[N+](CCCCCCCC)(CCO)CCO